CC=1N=C(SC1N1CCN(CC1)C1CCOCC1)C1=NNC(=C1CC(F)(F)F)C=1C=C(C=2N(C1)N=CN2)C 4-methyl-2-(5-(8-methyl-[1,2,4]triazolo[1,5-a]pyridin-6-yl)-4-(2,2,2-trifluoroethyl)-1H-pyrazol-3-yl)-5-(4-(tetrahydro-2H-pyran-4-yl)piperazin-1-yl)thiazole